ClC1=CC=C(C=C1)C(CC(=O)NC(=CN[C@H](C(=O)OC)C[C@H]1C(NCC1)=O)CC(C)C)(C)O methyl (2S)-2-[[(2S)-2-[[3-(4-chlorophenyl)-3-hydroxy-butanoyl]amino]-4-methyl-pentaenyl]amino]-3-[(3S)-2-oxopyrrolidin-3-yl]propanoate